C3-bromo-4-(4-(trifluoromethyl)-1H-imidazol-2-yl)benzoic acid methyl ester COC(C1=CC(=C(C=C1)C=1NC=C(N1)C(F)(F)F)Br)=O